2-((2-(benzo[c][1,2,5]oxadiazol-5-ylmethoxy)-4-((2-chloro-[1,1'-biphenyl]-3-yl)methoxy)-5-nitrobenzyl)amino)ethan-1-ol N=1ON=C2C1C=CC(=C2)COC2=C(CNCCO)C=C(C(=C2)OCC=2C(=C(C=CC2)C2=CC=CC=C2)Cl)[N+](=O)[O-]